C1C2C(O2)OC(O1)C3=CC=C(C=C3)O The molecule is a cyclic acetal resulting from the formal condensation of the aldehydic group of p-hydroxybenzaldehyde with the hydroxy groups of 1,2-epoxypropane-1,3-diol. Isolated from Pestalotiopsis mangiferae, an endophytic fungus associated with the mango (Mangifera indica), it shows potent antibacterial and antifungal activity against E. coli, Bacillus subtilis, Klebsiella pneumoniae, Micrococcus luteus, Pseudomonas aeruginosa and Candida albicans. It has a role as an antifungal agent and a fungal metabolite. It is an oxabicycloalkane, a member of phenols, a cyclic acetal and an epoxide.